7-(difluoromethyl)-N-(2-fluoro-4-(2-(trifluoromethoxy)ethoxy)phenyl)quinolin-4-amine FC(C1=CC=C2C(=CC=NC2=C1)NC1=C(C=C(C=C1)OCCOC(F)(F)F)F)F